3-(4-(4-(3-methylfuran-2-carbonyl)piperazine-1-carbonyl)phenyl)-1H-benzo[d]imidazole-4-carboxamide CC1=C(OC=C1)C(=O)N1CCN(CC1)C(=O)C1=CC=C(C=C1)N1CNC2=C1C(=CC=C2)C(=O)N